FC1(C2CN(CC12)C1=NC=CC(=C1C1=NC2=C(N1)COCC2)C2=CC=CC=C2)F 2-(2-(6,6-difluoro-3-azabicyclo[3.1.0]hexane-3-yl)-4-phenylpyridin-3-yl)-3,4,6,7-tetrahydropyrano[3,4-d]imidazole